C(C1=CC=CC=C1)OC1=NC(=CC=C1C1=NN(C2=C(C=CC=C12)N1CCN(CC1)C(CCC1CCC(CC1)OC1=C(C(=CC=C1)Br)C)=O)C)OCC1=CC=CC=C1 1-(4-(3-(2,6-bis(benzyloxy)pyridin-3-yl)-1-methyl-1H-indazol-7-yl)piperazin-1-yl)-3-((1r,4r)-4-(3-bromo-2-methylphenoxy)cyclohexyl)propan-1-one